(4-((8-methoxy-5H-pyrido[3,2-b]indol-5-yl)methyl)phenyl)phosphonic acid COC1=CC=2C3=C(N(C2C=C1)CC1=CC=C(C=C1)P(O)(O)=O)C=CC=N3